(E)-maleate C(\C=C\C(=O)[O-])(=O)[O-]